N-[(1S)-1-(dicyclopropyl-methyl)-2-[[3-fluoro-1-[1-[3-(2,2,2-trifluoroethyl)triazol-4-yl]ethyl]pyrazol-4-yl]amino]-2-oxo-ethyl]-4-methyl-1,2,5-oxadiazole-3-carboxamide C1(CC1)C([C@@H](C(=O)NC=1C(=NN(C1)C(C)C=1N(N=NC1)CC(F)(F)F)F)NC(=O)C1=NON=C1C)C1CC1